C(C1=CC=CC=C1)NC(CO)C1CC(C1)(C)C 2-(benzylamino)-2-(3,3-dimethylcyclobutyl)ethanol